[Zn].[Pb].[Si](C)(C)(C(C)(C)C)OCC1=C(C=C(N)C=C1)C1=NC=C(C=N1)F 4-(((Tert-butyldimethylsilyl)oxy)methyl)-3-(5-fluoropyrimidin-2-yl)aniline lead-zinc